(3R,4S,8R,9S,10S)-3,4-dihydroxy-10-[[isopropyl(methyl)amino]methyl]-N-(4-methoxyphenyl)-9-[4-(2-phenylethynyl)phenyl]-1,6-diazabicyclo[6.2.0]decane-6-carboxamide O[C@@H]1CN2[C@@H]([C@@H]([C@@H]2CN(C[C@@H]1O)C(=O)NC1=CC=C(C=C1)OC)C1=CC=C(C=C1)C#CC1=CC=CC=C1)CN(C)C(C)C